CS(=O)(=O)CCNC(C1=CC=CC=C1)=O N-(2-methanesulfonylethyl)benzamide